C(C)(C)(C)OC(=O)N1C[C@H](OCCC1)C(NC(CC1=CC(=C(C=C1)C=1C=CC2=C(N(C(O2)=O)C)C1)F)C#N)=O.C(C)N1C=[N+](C=C1)CC 1,3-diethyl-imidazolium tert-butyl-(2S)-2-({1-cyano-2-[3-fluoro-4-(3-methyl-2-oxo-1,3-benzoxazol-5-yl)phenyl]ethyl}carbamoyl)-1,4-oxazepane-4-carboxylate